β-methylacrolein C/C=C/C=O